Sulfanyl-sulfonic acid SS(=O)(=O)O